Methyl (R)-2-amino-3-(7-cyclopropylthieno[3,2-b]pyridine-2-carboxamido)propanoate N[C@@H](C(=O)OC)CNC(=O)C1=CC2=NC=CC(=C2S1)C1CC1